(Z)-2-(5-fluoro-2-methyl-1-(4-(phenethylamino)benzylidene)-1H-inden-3-yl)acetic acid FC=1C=C2C(=C(/C(/C2=CC1)=C/C1=CC=C(C=C1)NCCC1=CC=CC=C1)C)CC(=O)O